ethyl 3-(2-(4-methoxy-1-methyl-6-oxo-1,6-dihydropyridin-3-yl)phenoxy)benzoate COC=1C(=CN(C(C1)=O)C)C1=C(OC=2C=C(C(=O)OCC)C=CC2)C=CC=C1